5-fluoro-N,6-dimethylpyridine-2-amine FC=1C=CC(=NC1C)NC